1-(4-(2-((6-(trifluoromethyl)pyridin-3-yl)oxy)pyridin-3-yl)piperidin-1-yl)prop-2-en-1-one FC(C1=CC=C(C=N1)OC1=NC=CC=C1C1CCN(CC1)C(C=C)=O)(F)F